C(=O)([O-])COCC(CSCC[C@H](N)C(=O)O)O.[NH4+] ammonium S-(3-(carboxylatomethoxy)-2-hydroxypropyl)-L-homocysteine